5-((4-hydroxybutoxy)carbonyl)furan-2-carboxylic acid OCCCCOC(=O)C1=CC=C(O1)C(=O)O